1-[2-methoxy-4-[4-(piperidine-4-carbonyl)piperazine-1-carbonyl]phenyl]hexahydropyrimidine COC1=C(C=CC(=C1)C(=O)N1CCN(CC1)C(=O)C1CCNCC1)N1CNCCC1